2-((1-(3,5-bis(trifluoromethyl)phenyl)-1H-pyrazol-3-yl)oxy)acetic acid methyl ester COC(COC1=NN(C=C1)C1=CC(=CC(=C1)C(F)(F)F)C(F)(F)F)=O